FC1=C(N=CC2=C1N=C(N=C2N2CC1(CCC(C1)F)CCC2)OCC21CCCN1CCC2)C2=CC=CC1=CC=CC(=C21)F 8-fluoro-4-(2-fluoro-7-azaspiro[4.5]dec-7-yl)-7-(8-fluoronaphthalen-1-yl)-2-((hexahydro-1H-pyrrolizin-7a-yl)methoxy)pyrido[4,3-d]pyrimidine